(R)-6-(2-((tert-butoxycarbonyl)amino)-3-phenylpropoxy)-3-fluoroquinoline-5-carboxylic acid benzyl ester C(C1=CC=CC=C1)OC(=O)C=1C=2C=C(C=NC2C=CC1OC[C@@H](CC1=CC=CC=C1)NC(=O)OC(C)(C)C)F